5-(6-((5-chloropyridin-2-yl)methoxy)pyridin-2-yl)-1,2,3,5-tetrahydropyrrolo[3,4-c]pyrrole bis(2,2,2-trifluoroacetate) FC(C(=O)O)(F)F.FC(C(=O)O)(F)F.ClC=1C=CC(=NC1)COC1=CC=CC(=N1)N1C=C2C(=C1)CNC2